C(#N)C=1C=NC(=NC1)N[C@H]1CN(CC1)C1=NC=NC2=CC(=CC=C12)NC(C=C)=O (R)-N-(4-(3-((5-cyanopyrimidin-2-yl)amino)pyrrolidin-1-yl)quinazolin-7-yl)acrylamide